O1-[2,2-bis(hydroxymethyl)-3-[8-(1-methylnonoxy)-8-oxo-octanoyl]oxy-propyl] O8-(1-methylnonyl) octanedioate C(CCCCCCC(=O)OC(CCCCCCCC)C)(=O)OCC(COC(CCCCCCC(=O)OC(CCCCCCCC)C)=O)(CO)CO